FC(C1=NN=C(O1)C=1C=NC(=NC1)CN1C(C2=CC=C(C=C2C(C1=O)(C)C)C=1CCN(CC1)C(=O)[O-])=O)F 4-(2-((5-(5-(difluoromethyl)-1,3,4-oxadiazole-2-yl)pyrimidine-2-yl)methyl)-4,4-dimethyl-1,3-dioxo-1,2,3,4-tetrahydroisoquinoline-6-yl)-3,6-dihydropyridine-1(2H)-carboxylate